FC(COC1=C(C=CC=C1)C=1C(C(=CN(N1)C)C(=O)O)=O)F 6-[2-(2,2-difluoroethoxy)phenyl]-2-methyl-5-oxo-2,5-dihydropyridazine-4-carboxylic Acid